N1CCC(CC1)OC(=O)C=1C=NC2=CC=C(N=C2C1)C=1C=NNC1C1=NC(=CC=C1)C.NC1=NC(=CC(=C1)NCCCC)CC1=CC(=C(C=C1)CN1CCCC1)F 2-Amino-4-(butylamino)-6-(3-fluoro-4-(pyrrolidin-1-ylmethyl)benzyl)pyridine 4-piperidyl-6-[5-(6-methyl-2-pyridyl)-1H-pyrazol-4-yl]-1,5-naphthyridine-3-carboxylate